2-Amino-4-(butylamino)-6-(3-fluoro-4-(pyrrolidin-1-ylmethyl)benzyl)pyridin NC1=NC(=CC(=C1)NCCCC)CC1=CC(=C(C=C1)CN1CCCC1)F